4-((4-(2',3',4',5'-tetrahydro-[1,1'-biphenyl]-4-yl)-2H-indazol-2-yl)methyl)benzoic acid C1(=CC=C(C=C1)C=1C2=CN(N=C2C=CC1)CC1=CC=C(C(=O)O)C=C1)C=1CCCCC1